BrC1=CC=C(CC=2C=C(N)C=CC2)C=C1 3-(4-bromobenzyl)aniline